OCN1C(=O)NC(=O)C1(C)C 1-(hydroxymethyl)-5,5-dimethylhydantoin